ClC1=C(C=O)C(=CC(=C1)F)F 2-chloro-4,6-difluorobenzaldehyde